C(#N)C1=CC=C(N=N1)C1=CN=C2N1C=C(C=C2N2C[C@@H](N[C@H](C2)C)C)S(=O)(=O)NC2(CC2)C 3-(6-cyanopyridazin-3-yl)-8-((3S,5S)-3,5-dimethylpiperazin-1-yl)-N-(1-methylcyclopropyl)imidazo[1,2-a]pyridine-6-sulfonamide